(Z)-3,6-nonadien-1-ol C(C\C=C/CC=CCC)O